C(=O)(O)COC1=C(C(=O)O)C=CC=C1Cl 2-(carboxymethoxy)-3-chlorobenzoic acid